1-(4-morpholinyl-phenyl)-1-butanone N1(CCOCC1)C1=CC=C(C=C1)C(CCC)=O